FC(S(=O)(=O)C=1N=C2N(N1)[C@@H](C[C@@H]2F)C2=C(C(=CC=C2)F)F)F (5S,7S)-2-(difluoromethylsulfonyl)-5-(2,3-difluorophenyl)-7-fluoro-6,7-dihydro-5H-pyrrolo[1,2-b][1,2,4]triazole